Cl.C(=C)NCCC[Si](OCCCNCC1=CC=CC=C1)(OC)OC N-vinylbenzylaminoethyl-gamma-aminopropyltrimethoxysilane hydrochloride